COC1=C(C=C(C=C1)C=1C=C(C=NC1)C1CB(OC1)O)OC1CSC1 4-(5-(4-methoxy-3-(thietan-3-yloxy)phenyl)pyridin-3-yl)-1,2-oxaborolan-2-ol